2-(1-(1-(4-fluorophenyl)-6-methyl-1H-indazol-5-yl)-3-((2-methyl-2H-1,2,3-triazol-4-yl)sulfonyl)-3-azabicyclo[3.1.0]hexan-6-yl)oxazole FC1=CC=C(C=C1)N1N=CC2=CC(=C(C=C12)C)C12CN(CC2C1C=1OC=CN1)S(=O)(=O)C1=NN(N=C1)C